methyl 2-(4,4-dimethyl-1,4-azasilinan-1-yl)-4-((4-methoxybenzyl)thio)benzoate C[Si]1(CCN(CC1)C1=C(C(=O)OC)C=CC(=C1)SCC1=CC=C(C=C1)OC)C